BrC=1C=C2CCN(C(C2=CC1)=O)C(=O)OC(C)(C)C tert-butyl 6-bromo-1-oxo-3,4-dihydroisoquinoline-2(1H)-carboxylate